C(C)(C)(C)OC(CCC(C(NCCOCCOCCNC(OC(C)(C)C)=O)=O)N)=O 16-amino-2,2-dimethyl-4,15-dioxo-3,8,11-trioxa-5,14-diaza-nonadecane-19-oic acid (S)-tert-butyl ester